OC[C@]1(CN(CCC1)C1=CC=CC(=N1)C1=NC2=CC(=NC=C2C=C1)CNC(C1=CN=CC(=C1)S(=O)(=O)C)=O)C |r| (Racemic)-N-((2-(6-(3-(hydroxymethyl)-3-methylpiperidin-1-yl)pyridin-2-yl)-1,6-naphthyridin-7-yl)methyl)-5-(methylsulfonyl)nicotinamide